5-amino-2-(4-methylpiperazin-1-yl)benzonitrile NC=1C=CC(=C(C#N)C1)N1CCN(CC1)C